CN(C(=O)N1CCC(CC1)C(=O)OCCCN1N=C(C=2C(NCC3(CCOCC3)CC21)=O)CC)C 3-(3-ethyl-4-oxo-spiro[6,8-dihydro-5H-pyrazolo[4,3-c]azepine-7,4'-tetrahydropyran]-1-yl)propyl 1-(dimethylcarbamoyl)piperidine-4-carboxylate